(R)-2-fluoro-4-(methyl(pyrimidin-2-yl)amino)-N-(8-methylisoquinolin-1-yl)-N-(piperidin-3-yl)benzamide FC1=C(C(=O)N([C@H]2CNCCC2)C2=NC=CC3=CC=CC(=C23)C)C=CC(=C1)N(C1=NC=CC=N1)C